6-acetyl-2,8-dimethyl-3-(piperidin-1-yl)-2H-pyrido[1,2-a]pyrazin-1(9aH)-one C(C)(=O)C1=CC(=CC2N1C=C(N(C2=O)C)N2CCCCC2)C